N1=CN=C2NC=NC2=C1C=1C(=NC=CC1)NC=1C=CC(=C(C1)NC(C1=CC(=CC=C1)C(F)(F)F)=O)C N-(5-(3-(9H-purin-6-yl)pyridin-2-ylamino)-2-methylphenyl)-3-(trifluoromethyl)benzamid